C1(CC1)C=1N=NN(C1)[C@H](C(=O)N1[C@@H](C[C@H](C1)O)C(=O)NCCCC=1C=NOC1)C(C)(C)C (2S,4r)-1-[(2S)-2-(4-cyclopropyl-triazol-1-yl)-3,3-dimethyl-butyryl]-4-hydroxy-N-(3-isoxazol-4-ylpropyl)pyrrolidine-2-carboxamide